C(CCCCCCCCCCCCCCCCC)[Si]1(O[SiH2]O[SiH2]O[SiH2]O[SiH2]O[SiH2]O[SiH2]O[SiH2]O[SiH2]O1)C octadecyl-methyl-cyclononsiloxane